ClC1=C(C(=CC=C1)Cl)CCN[NH3+] 2-[2-(2,6-dichlorophenyl)ethyl]hydrazinium